N-(2-(4-(4-chloro-1-(4-hydroxyphenyl)-2-phenylbut-1-en-1-yl)phenoxy)ethyl)-4-((2-(2,6-dioxopiperidin-3-yl)-1-oxoisoindolin-4-yl)thio)butanamide ClCCC(=C(C1=CC=C(C=C1)O)C1=CC=C(OCCNC(CCCSC2=C3CN(C(C3=CC=C2)=O)C2C(NC(CC2)=O)=O)=O)C=C1)C1=CC=CC=C1